(S)-1'-(6-aminopyrimidin-4-yl)-5,6-dichlorospiro[indoline-3,3'-pyrrolidin]-2-one NC1=CC(=NC=N1)N1C[C@@]2(CC1)C(NC1=CC(=C(C=C12)Cl)Cl)=O